tert-butyl (4S)-2,2-dimethyl-4-[3-methyl-2-oxo-1-(2-trimethylsilylethoxymethyl)benzimidazol-4-yl]piperidine-1-carboxylate CC1(N(CC[C@@H](C1)C1=CC=CC=2N(C(N(C21)C)=O)COCC[Si](C)(C)C)C(=O)OC(C)(C)C)C